3,5-dimethylbenzene acetate C(C)(=O)O.CC=1C=CC=C(C1)C